3,3-dimethyl-pentane-1,5-diol CC(CCO)(CCO)C